N-[[6-[[4-(1H-indazol-4-yl)triazol-1-yl]methyl]-1H-indol-2-yl]methyl]cyclopentylamine N1N=CC2=C(C=CC=C12)C=1N=NN(C1)CC1=CC=C2C=C(NC2=C1)CNC1CCCC1